FC=1C(=CC(=NC1)C)C1=CC(=NN1)C(=O)N1[C@H]2CC(C[C@@H]1CC2)C(=O)NC2CCC(CC2)(C(F)(F)F)O (1R,3R,5S)-8-[5-(5-fluoro-2-methylpyridin-4-yl)-1H-pyrazole-3-carbonyl]-N-[(1r,4r)-4-hydroxy-4-(trifluoromethyl)cyclohexyl]-8-azabicyclo[3.2.1]octane-3-carboxamide